N-benzyl-N-methyl-2-[(3R)-3-methyl-[1,4'-bipiperidine]-1'-yl]-1,3-thiazole-5-carboxamide C(C1=CC=CC=C1)N(C(=O)C1=CN=C(S1)N1CCC(CC1)N1C[C@@H](CCC1)C)C